FC=1C=C(C=C(C1)F)C=1N(N=C2[C@@H](N(CCC21)C(=O)C2=NC=NN2C2N(CCC2)C(=O)[O-])C)C ((S)-5-[(7S)-3-(3,5-difluorophenyl)-2,7-dimethyl-5,7-dihydro-4H-pyrazolo[3,4-c]pyridine-6-carbonyl]-1,2,4-triazol-1-yl)pyrrolidine-1-carboxylate